1-methyl-propylene glycol CC(C(C)O)O